trans-tert-butyl 3-(5-([1,1'-biphenyl]-3-yl)-1-methyl-1H-pyrazol-3-yl)-4-methylpyrrolidine-1-carboxylate C1(=CC(=CC=C1)C1=CC(=NN1C)[C@@H]1CN(C[C@H]1C)C(=O)OC(C)(C)C)C1=CC=CC=C1